5-(2-fluoro-6-hydroxy-3-(3-(tetrahydro-2H-pyran-4-yl)-1H-pyrazol-5-yl)phenyl)-1,2,5-thiadiazolidin-3-one 1,1-dioxide FC1=C(C(=CC=C1C1=CC(=NN1)C1CCOCC1)O)N1CC(NS1(=O)=O)=O